C(#C)C=1SC=C(N1)NC(NCC1=CC=C(C=C1)C1=CC(=CC=C1)C(=O)N)=O 4'-((3-(2-Ethynylthiazol-4-yl)ureido)methyl)-[1,1'-biphenyl]-3-carboxamide